3-(Bromomethyl)-6-chloro-2-(difluoromethyl)pyridine BrCC=1C(=NC(=CC1)Cl)C(F)F